C(C=1C(C(=O)[O-])=CC=CC1)(=O)[O-].O.O.C(C)(=O)O.[Zn+2] zinc acetate dihydrate phthalate